NCC[C@@H](C(=O)O)O (S)-4-Amino-2-hydroxybutanoic acid